C(N)(=O)C=1C(=NN2C1NC1=C(CC2)C=C(C=C1)C=CC1N(CCCC1)C(=O)[O-])C1=CC=C(C=C1)OC1=CC=CC=C1 2-(3-carbamoyl-2-(4-phenoxyphenyl)-9,10-dihydro-4H-benzo[d]pyrazolo[1,5-a][1,3]diazepin-7-yl vinyl)piperidine-1-carboxylate